tert-butyl 3-((3-(trifluoromethyl)benzyl)amino)azetidine-1-carboxylate FC(C=1C=C(CNC2CN(C2)C(=O)OC(C)(C)C)C=CC1)(F)F